C(C)[C@H]1[C@@H](C1)C(=O)NC1=CC(=C(C=C1)C)C1=NC=CC=C1 trans-2-ethyl-N-(4-methyl-3-pyridin-2-ylphenyl)cyclopropane-1-carboxamide